tolyl-isopropanol Methyl-{[4-cyclopropyl-1-(2,5-difluorophenyl)-5-(5-fluoropyridin-3-yl)-1H-pyrazol-3-yl]oxy}(methoxy)acetate CC(C(=O)OC(C)(C)C1=C(C=CC=C1)C)(OC)OC1=NN(C(=C1C1CC1)C=1C=NC=C(C1)F)C1=C(C=CC(=C1)F)F